O=C1NC(CCC1C1=CC(=C(C=C1)N1CCC(CC1)CNC1CCC(CC1)NC(OCCCC)=O)F)=O butyl ((1s,4s)-4-(((1-(4-(2,6-dioxopiperidin-3-yl)-2-fluorophenyl) piperidin-4-yl)methyl)amino)cyclohexyl)carbamate